FC1=CC=C(C=C1)NC(=O)C=1C(=NC(=NC1)SC)N1CCOCC1 N-(4-fluorophenyl)-2-(methylthio)-4-morpholinopyrimidine-5-carboxamide